N-[2-(benzylsulfonyloxy)phenyl]-N'-[3-(butanesulfonyloxy)phenyl]urea C(C1=CC=CC=C1)S(=O)(=O)OC1=C(C=CC=C1)NC(=O)NC1=CC(=CC=C1)OS(=O)(=O)CCCC